ClC1=NC=C(C=2N1C=NN2)OC 5-chloro-8-methoxy-[1,2,4]triazolo[4,3-c]pyrimidine